FC1=C(N=CC2=C1N=C(N=C2N2C=NC(=C2)COC)OC[C@]21CCCN1C[C@@H](C2)F)C2=C(C=CC1=CC=CC=C21)O (8-fluoro-2-{[(2R,7aS)-2-fluorotetrahydro-1H-pyrrolizin-7a(5H)-yl]methoxy}-4-[4-(methoxymethyl)-1H-imidazol-1-yl]pyrido[4,3-d]pyrimidin-7-yl)naphthalen-2-ol